C1(CC1)[C@H](C)N1C(C2=C(C=C(C=C2C1)C1=C(N=C(S1)NC(=O)NC)C)OC(F)F)=O (S)-1-(5-(2-(1-cyclopropylethyl)-7-difluoromethoxy-1-oxoisoindolin-5-yl)-4-methylthiazol-2-yl)-3-methylurea